OC1(CC(C1)(C)C)C1=CC(=NC=C1)N1N=CC(=C1)S(=O)(=O)NC=1C=CC=C2C=NN(C12)C 1-(4-(1-HYDROXY-3,3-DIMETHYLCYCLOBUTYL)PYRIDIN-2-YL)-N-(1-METHYL-1H-INDAZOL-7-YL)-1H-PYRAZOLE-4-SULFONAMIDE